2-(2,2-dimethylpyrrolidin-1-yl)ethan-1-ol CC1(N(CCC1)CCO)C